2-[5-methyl-3-(trifluoromethyl)-1H-pyrazol-1-yl]ethane CC1=CC(=NN1CC)C(F)(F)F